tert-butyl N-(1-(3-nitrophenyl)piperidin-4-yl)carbamate [N+](=O)([O-])C=1C=C(C=CC1)N1CCC(CC1)NC(OC(C)(C)C)=O